6-(4,4-difluoropiperidin-1-yl)-N-((1-(2,6-dioxopiperidin-3-yl)-2-oxo-1,2-dihydrobenzo[cd]indol-6-yl)methyl)-6-oxohexanamide FC1(CCN(CC1)C(CCCCC(=O)NCC=1C=2C3=C(C(N(C3=CC1)C1C(NC(CC1)=O)=O)=O)C=CC2)=O)F